C(C(=C)C)(=O)[O-].[Na+] sodium methacrylate salt